(S)-3-ethyl-3-((2-phenyl-1H-indol-3-yl)methyl)-2,3-dihydro-1H-inden-1-one C(C)[C@@]1(CC(C2=CC=CC=C12)=O)CC1=C(NC2=CC=CC=C12)C1=CC=CC=C1